2,2'-[1,3,4-thiadiazole-2,5-diylbis(dithio)]bis[4-dodecylphenol] S1C(=NN=C1SSC1=C(C=CC(=C1)CCCCCCCCCCCC)O)SSC1=C(C=CC(=C1)CCCCCCCCCCCC)O